C(C)C=1C=C2C(=C(C(=NC2=C(C1)F)N1[C@@H](CN(CC1)CC1CCOCC1)C)C1=CC(=NO1)C)C (R)-5-(6-ethyl-8-fluoro-4-methyl-2-(2-methyl-4-((tetrahydro-2H-pyran-4-yl)methyl)piperazin-1-yl)quinolin-3-yl)-3-methylisoxazole